(+/-)-3-(1-(2-amino-6-methylpyrimidin-4-yl)azepan-2-yl)-4-methoxy-N-methylbenzamide NC1=NC(=CC(=N1)N1[C@H](CCCCC1)C=1C=C(C(=O)NC)C=CC1OC)C |r|